N(N)C(=O)C1=NC=C2N1C=C(N=C2N2CCN(CC2)C(C(C)C)=O)S(=O)(=O)N(C2(CC2)C)CC2=CC=C(C=C2)OC 3-(hydrazinecarbonyl)-8-(4-isobutyrylpiperazin-1-yl)-N-(4-methoxybenzyl)-N-(1-methylcyclopropyl)imidazo[1,5-a]pyrazine-6-sulfonamide